ClC1=CC=C(C=C1)C1=CC(=NC(=N1)C=1C=NN(C1)C)C(=O)N[C@@H](C)C1=CC=2N(C=C1)N=CN2 (S)-6-(4-chlorophenyl)-N-(1-([1,2,4]triazolo[1,5-a]pyridin-7-yl)ethyl)-2-(1-methyl-1H-pyrazol-4-yl)pyrimidine-4-carboxamide